2-(4-fluorophenyl)-5,6-dimethyl-3-oxo-2,3-dihydropyridazine-4-carboxylic acid FC1=CC=C(C=C1)N1N=C(C(=C(C1=O)C(=O)O)C)C